bicyclo[3.2.0]heptan C12CCCC2CC1